N-((5'-(aminomethyl)-[2,2'-bithiazol]-5-yl)methyl)-11-oxo-10,11-dihydrodibenzo[b,f][1,4]thiazepine-8-carboxamide NCC1=CN=C(S1)C=1SC(=CN1)CNC(=O)C1=CC2=C(SC3=C(C(N2)=O)C=CC=C3)C=C1